ClC=1C=C2C(=CN1)N(C(=C2)C2=CC=C1C=NN(C1=C2OC)COCC[Si](C)(C)C)C 6-(5-chloro-1-methyl-1H-pyrrolo[2,3-c]pyridin-2-yl)-7-methoxy-1-((2-(trimethylsilyl)ethoxy)methyl)-1H-indazole